ClC1=CC=C2C(C(=CN(C2=N1)C1=NC(=NS1)Cl)C(=O)O)=O 7-chloro-1-(3-chloro-1,2,4-thiadiazol-5-yl)-4-oxo-1,4-dihydro-1,8-naphthyridine-3-carboxylic acid